N-(4-(2-(((1r,4r)-4-(dimethylamino)cyclohexyl)amino)-8-isopropyl-7-oxo-7,8-dihydropyrido[2,3-d]-pyrimidin-6-yl)-3,5-difluorophenyl)-1-(4-fluorophenyl)methane-sulfonamide hydrochloride Cl.CN(C1CCC(CC1)NC=1N=CC2=C(N1)N(C(C(=C2)C2=C(C=C(C=C2F)NS(=O)(=O)CC2=CC=C(C=C2)F)F)=O)C(C)C)C